(S)-quinuclidin-3-yl (5-(3,5-dimethylphenyl)-2,2-dimethyl-2,3-dihydro-1H-inden-1-yl)carbamat CC=1C=C(C=C(C1)C)C=1C=C2CC(C(C2=CC1)NC(O[C@@H]1CN2CCC1CC2)=O)(C)C